BrC=1C(=C(N(C1)COCC[Si](C)(C)C)C(=O)N(C)OC)F 4-bromo-3-fluoro-N-methoxy-N-methyl-1-{[2-(trimethylsilyl)ethoxy]methyl}pyrrole-2-carboxamide